3-((5-(5-(difluoromethyl)-1,3,4-oxadiazole-2-yl)pyridine-2-yl)methyl)-6-fluoro-1-(2-(piperidine-1-yl)ethyl)quinazoline-2,4(1H,3H)-dione FC(C1=NN=C(O1)C=1C=CC(=NC1)CN1C(N(C2=CC=C(C=C2C1=O)F)CCN1CCCCC1)=O)F